2-[1-(2-Difluoromethyl-pyridin-4-yl)-azetidin-3-yl]-1-(5-methyl-1,3,6,7,8,9-hexahydro-2,4,8-triaza-cyclopenta[a]naphthalen-2-yl)-ethanone hydrochloride Cl.FC(C1=NC=CC(=C1)N1CC(C1)CC(=O)N1CC=2C(=C3CNCCC3=C(N2)C)C1)F